CC=1N=C(N2C1C=CC=C2)C(=O)Cl 1-methylimidazo[1,5-a]pyridine-3-carbonyl chloride